6-(4-hydroxy-3-methyl-2-trans-butenyl)aminopurine OCC(/C=C/NC1=C2NC=NC2=NC=N1)C